OCC1N(CC2(CCO2)CC1)C(=O)O 7-(Hydroxymethyl)-1-oxa-6-azaspiro[3.5]nonane-6-carboxylic acid